dipropylene glycol, ammonium salt [NH4+].CC(COC(C)CO)O